ethyl-(methyl)acrylic acid C(C)C=C(C(=O)O)C